C(#N)CCP(O)(N(C(C)C)C(C)C)O[C@H]1[C@H]([C@@H](O[C@@H]1COC(C1=CC=C(C=C1)OC)(C1=CC=C(C=C1)OC)C1=CC=CC=C1)N1C(=O)NC(=O)C=C1)OCOCCC#N 5'-O-(4,4'-dimethoxytrityl)-2'-O-(2-cyanoethoxymethyl)uridine 3'-O-(2-cyanoethyl N,N-diisopropylphosphoramidite)